acryloyloxy phthalate C(C=1C(C(=O)[O-])=CC=CC1)(=O)OOC(C=C)=O